2-(3-((2-ethyl-6-methylthieno[2,3-d]pyrimidin-4-yl)amino)propyl)phenol C(C)C=1N=C(C2=C(N1)SC(=C2)C)NCCCC2=C(C=CC=C2)O